CC=1N(C(=C(C1)OC)C1=C(C=C(C=C1F)F)F)S(=O)(=O)C=1C=NC(=CC1)OC methyl-4-methoxy-1-((6-methoxypyridin-3-yl)sulfonyl)-5-(2,4,6-trifluorophenyl)-1H-pyrrole